4-ethynyl-6-(o-fluorophenyl)-2-pyrimidinylamine C(#C)C1=NC(=NC(=C1)C1=C(C=CC=C1)F)N